C(#N)C1=CC=C2CC3(CCN(CC3)C(=O)OC(C)(C)C)C(C2=C1)=O tert-butyl 6-cyano-1-oxo-1,3-dihydrospiro[indene-2,4'-piperidine]-1'-carboxylate